ClC1=C2C(=NC=C1)C=C(O2)C2=CC=C(C=C2)C(=O)N2C(CCC2)(C)C (4-(7-chlorofuro[3,2-b]pyridin-2-yl)phenyl)(2,2-dimethylpyrrolidin-1-yl)methanone